ClC1=CC=NC=2C(=CN(CC12)N1CCOCC1)C=1CCN(CC1)C 4-Chloro-8-(1-methyl-1,2,3,6-tetrahydropyridin-4-yl)-6-morpholino-1,6-naphthyridine